8-bromo-6-(4-(trifluoromethyl)phenyl)imidazo[1,2-b]pyridazine BrC=1C=2N(N=C(C1)C1=CC=C(C=C1)C(F)(F)F)C=CN2